4-(3-iodo-1-methyl-1H-pyrazolo[4,3-C]pyridin-6-yl)-3,6-dihydropyridine-1(2H)-carboxylic acid tert-butyl ester C(C)(C)(C)OC(=O)N1CCC(=CC1)C1=CC2=C(C=N1)C(=NN2C)I